N-Hydroxy-1,3-dioxo-1H-benz[de]isoquinoline ON1C(C2=CC=CC=3C2=C(C1=O)C=CC3)=O